ClC1=CC=C(S1)CN(C1=C(C(=NN1C(C(CO)(C)C)=O)C1C(CC(N(C1)C(=O)N(C)C)=O)C)C#N)C 5-(5-{[(5-chlorothiophen-2-yl)methyl](methyl)amino}-4-cyano-1-(3-hydroxy-2,2-dimethylpropanoyl)-1H-pyrazol-3-yl)-N,N,4-trimethyl-2-oxopiperidine-1-carboxamide